tert-butyl peroxypivalat C(C(C)(C)C)(=O)OOC(C)(C)C